2,7-diiodopyrido[2,3,4,5-lmn]phenanthridine IC=1C=C2C3=C4C(=CC(=CC4=CN=C3C1)I)N=C2